FC=1C=C(COC=2C=C(C=CC2)[C@@H]2N(OCC2)C2=CC(=NC=N2)NC=2C(=CC(=C(C2)NC(C=C)=O)N2CCN(CC2)C)OC)C=CC1 (R)-N-(5-((6-(3-(3-((3-fluorobenzyl)oxy)phenyl)-isoxazolidin-2-yl)-pyrimidin-4-yl)-amino)-4-methoxy-2-(4-methylpiperazin-1-yl)phenyl)-acrylamide